(E)-10-Benzylidene-3,3-dimethyl-7-(trifluoromethyl)-2,3,4a,9,9a,10-hexahydro-1H-indeno[1,2-c]pyrazolo[1,2-a]pyrazol-1-one C(/C1=CC=CC=C1)=C\1/C2C(N3N1C(CC3(C)C)=O)C=3C=CC(=CC3C2)C(F)(F)F